5-(3-cyclopropylphenoxy)-3-isopropyl-pyridazine-4-carboxylic acid methyl ester COC(=O)C1=C(N=NC=C1OC1=CC(=CC=C1)C1CC1)C(C)C